N=1N(N=CC1)C1=CC=C(O[C@H]2C[C@H](N(C2)C2=CC=C(C(=O)OC)C=C2)COC(F)F)C=C1 methyl 4-((2S,4S)-4-(4-(2H-1,2,3-triazol-2-yl)phenoxy)-2-((difluoromethoxy)methyl)pyrrolidin-1-yl)benzoate